potassium naphtholate C1=CC=C2C(=C1)C=CC=C2[O-].[K+]